(3S)-3-(5-(8-((1-((3r,5r,7r)-adamantan-1-yl)ethyl)amino)oct-1-yn-1-yl)-2-Methyl-4-oxoquinazolin-3(4H)-yl)piperidine-2,6-dione C12(CC3CC(CC(C1)C3)C2)C(C)NCCCCCCC#CC2=C3C(N(C(=NC3=CC=C2)C)[C@@H]2C(NC(CC2)=O)=O)=O